FC1=CC(=C(C=C1)C1CCN(CC1)C(=O)C1=NNC=2CN(CCC21)C(=O)OC(C)(C)C)C(F)(F)F tert-butyl 3-(4-(4-fluoro-2-(trifluoromethyl) phenyl) piperidine-1-carbonyl)-1,4,5,7-tetrahydro-6H-pyrazolo[3,4-c]pyridine-6-carboxylate